methyl (1R,2S,5S)-3-[(2S)-3,3-dimethyl-2-[[2-(3-pyridyl)acetyl]amino]butanoyl]-6,6-dimethyl-3-azabicyclo[3.1.0]hexane-2-carboxylate CC([C@@H](C(=O)N1[C@@H]([C@H]2C([C@H]2C1)(C)C)C(=O)OC)NC(CC=1C=NC=CC1)=O)(C)C